OC(C)(C1=NC=2C(=NC=CC2C2CCN(CC2)C=O)N1)C [4-[2-(1-hydroxyl-methyl-ethyl)-3H-imidazo[4,5-b]pyridin-7-yl]-1-piperidyl]methanone